O1CCC(=CC1)C1=CC=C2C(=CN(C2=C1)CC(C)(C)C)C(C)NS(=O)(=O)C1CC1 N-(1-(6-(3,6-dihydro-2H-pyran-4-yl)-1-neopentyl-1H-indol-3-yl)ethyl)cyclopropanesulfonamide